3-[(1S,4S)-2-oxa-5-azabicyclo[2.2.1]heptan-5-yl]propan [C@@H]12OC[C@@H](N(C1)CCC)C2